N[C@@H]1[C@@H](OCC12CCN(CC2)C=2NC(C1=C(N2)NN=C1C1(CC1)C1=NC=CC=C1)=O)C 6-((3S,4S)-4-amino-3-methyl-2-oxa-8-azaspiro[4.5]decan-8-yl)-3-(1-(pyridin-2-yl)cyclopropyl)-1,5-dihydro-4H-pyrazolo[3,4-d]pyrimidin-4-one